BrC1=C(C=C(C2=C1CCO2)C2=CC=C(C=C2)OC(F)(F)F)CC(=O)N (4-bromo-7-(4-(trifluoromethoxy)phenyl)-2,3-dihydrobenzofuran-5-yl)acetamide